2-cyclopropyl-4-[[3-[4-(difluoromethoxy)phenyl]imidazo[1,2-a]pyrazin-8-yl]amino]-N-methyl-benzamide C1(CC1)C1=C(C(=O)NC)C=CC(=C1)NC=1C=2N(C=CN1)C(=CN2)C2=CC=C(C=C2)OC(F)F